C(C)(C)(C)OC(=O)N\C(\NCCN1C2=C(C3=CC(=CC=C13)NC1=CC(=C(C=C1)Cl)Cl)C=CN=C2)=N/C(OC(C)(C)C)=O (Z)-tert-Butyl (tert-butoxycarbonylamino)(2-(6-(3,4-dichlorophenylamino)-9H-pyrido[3,4-b]indol-9-yl)ethylamino)methylenecarbamate